C(CC)(=O)N1CCC(CC1)COC=1C(C=C(OC1)CN1CC2=CC=C(C=C2C1)C(F)(F)F)=O 5-((1-propionylpiperidin-4-yl)methoxy)-2-((5-(trifluoromethyl)isoindolin-2-yl)methyl)-4H-pyran-4-one